N-[(1S,2S)-1-[[4-(3,5-dimethyl-1H-pyrazol-4-yl)phenyl]carbamoyl]-2-methyl-3-(1-methylcyclopropyl)propyl]-2-ethyl-pyrazole-3-carboxamide CC1=NNC(=C1C1=CC=C(C=C1)NC(=O)[C@H]([C@H](CC1(CC1)C)C)NC(=O)C=1N(N=CC1)CC)C